tert-butyl 4-methylene-3-oxo-2-azabicyclo[3.1.0]hexane-2-carboxylate C=C1C(N(C2CC12)C(=O)OC(C)(C)C)=O